CC=1C(=NC(=CN1)C(F)(F)F)N1CC2(CC1)CCN(CC2)C(=O)OC(C)(C)C tert-butyl 2-(3-methyl-6-(trifluoromethyl)pyrazin-2-yl)-2,8-diazaspiro[4.5]decane-8-carboxylate